tert-butyl 4-[2-[4-(2,6-dioxo-3-piperidyl)-2-fluorophenyl]ethyl]-4-fluoropiperidine-1-carboxylate O=C1NC(CCC1C1=CC(=C(C=C1)CCC1(CCN(CC1)C(=O)OC(C)(C)C)F)F)=O